COC=1C(=CC=2C(=C3C(=NC2C1)CCC3)NC3CC1(CN(C1)C(=O)OC(C)(C)C)C3)OC tert-butyl 6-({6,7-dimethoxy-1H,2H,3H-cyclopenta[b]quinolin-9-yl}amino)-2-azaspiro[3.3]heptane-2-carboxylate